C(CCC)NC(=O)C1=CC=C2C(N(NC2=C1)C1C(NC(CC1)=O)=O)=O N-butyl-2-(2,6-dioxopiperidin-3-yl)-3-oxo-2,3-dihydro-1H-indazole-6-carboxamide